O1CC(CC1)CN1N=C(C2=CC=CC=C12)C(=O)O 1-((tetrahydrofuran-3-yl)methyl)-1H-indazole-3-carboxylic acid